C(C1=CC=CC=C1)OC1=NC(=CC=C1N1N(C2=CC(=CC=C2C1=O)C=1CCN(CC1)C(=O)OC(C)(C)C)C)OCC1=CC=CC=C1 tert-butyl 4-(2-(2,6-bis(benzyloxy)pyridin-3-yl)-1-methyl-3-oxo-2,3-dihydro-1H-indazol-6-yl)-3,6-dihydropyridine-1(2H)-carboxylate